NC(CCC(CCCCN)C)C 1,8-diamino-1,4-dimethyloctane